CC1(C(C(CC1)=C)C)CC=O (1,2-DIMETHYL-3-METHYLENCYCLOPENTYL)ACETALDEHYD